(R)-1-(3-(4-((1-(3-(difluoromethyl)-2-fluorophenyl)ethyl)amino)-2-methyl-8,9-dihydrofuro[2,3-h]quinazolin-6-yl)-3-hydroxyazetidin-1-yl)ethanone FC(C=1C(=C(C=CC1)[C@@H](C)NC1=NC(=NC2=C3C(=C(C=C12)C1(CN(C1)C(C)=O)O)OCC3)C)F)F